C(C(C)C)(=O)OC=1C(=NC=CC1OC)C(N[C@@H](CC(C)C)C1=NOC(=N1)C1=CC(=C(C=C1)F)OC)=O (S)-2-((1-(5-(4-fluoro-3-methoxyphenyl)-1,2,4-oxadiazol-3-yl)-3-methylbutyl)carbamoyl)-4-methoxypyridin-3-yl isobutyrate